N[C@H](C(=O)NCCOCCOCCF)CCCCN(C)C (S)-2-amino-6-(dimethylamino)-N-(2-(2-(2-fluoroethoxy)ethoxy)ethyl)hexanamide